C(C)OCCOCCOC1=CC=C(C=C1)C[C@H](C(=O)[O-])OS(=O)(=O)C |r| racemic-3-{4-[2-(2-ethoxyethoxy)ethoxy] phenyl}-2-[(methanesulfonyl)oxy]propanoate